2-(1-methyl-1H-pyrazol-4-yl)-5-{[(3R)-2-oxoazepan-3-yl]amino}[1,2,4]triazolo[1,5-c]quinazoline-10-carbonitrile CN1N=CC(=C1)C1=NN2C(=NC=3C=CC=C(C3C2=N1)C#N)N[C@H]1C(NCCCC1)=O